5,7,12,14-tetrahydro-5,12-diazapentacene-7,14-dione C1=CC=CC=2NC3=CC=4C(C5=CC=CC=C5NC4C=C3C(C12)=O)=O